BrC1=CC=C(OCC2COCC(O2)CO)C=C1 (6-((4-bromophenoxy)methyl)-1,4-dioxane-2-yl)methanol